COC(=O)C1=CC2=CNN=C2C=C1 2H-indazole-5-carboxylic acid methyl ester